(S)-4-allyl 1-tert-butyl 2-(benzyloxycarbonylamino)succinate C(C1=CC=CC=C1)OC(=O)N[C@H](C(=O)OC(C)(C)C)CC(=O)OCC=C